ClC=1C(=NC=CC1C1=NC(=C(C=C1)CN(C(OC(C)(C)C)=O)C[C@H]1NC(CC1)=O)OC)C1=C(C(=CC=C1)NC(C1=NC=C(C(=C1)C=O)OC)=O)C tert-butyl (S)-((3'-chloro-2'-(3-(4-formyl-5-methoxypicolinamido)-2-methylphenyl)-6-methoxy-[2,4'-bipyridin]-5-yl)methyl)((5-oxopyrrolidin-2-yl)methyl)carbamate